CN(C/C=C/C(=O)N1CC=2N(C[C@@H]1C)N=C(C2C2=C1C(=NC=C2)NC=C1C)C1=CC=C(C=C1)C(F)(F)F)C (2E)-4-(dimethylamino)-1-[(6S)-6-methyl-3-(3-methyl-1H-pyrrolo[2,3-b]pyridin-4-yl)-2-[4-(trifluoromethyl)phenyl]-6,7-dihydropyrazolo[1,5-a]pyrazin-5(4H)-yl]but-2-en-1-one